FC(COC1=CC(=CN=N1)CNC(=O)NC1CC(C1)C(F)(F)F)(F)F 1-[[6-(2,2,2-trifluoroethoxy)pyridazin-4-yl]methyl]-3-[(1r,3r)-3-(trifluoromethyl)cyclobutyl]urea